ethyl 2-(2-hydroxyphenyl)acetate OC1=C(C=CC=C1)CC(=O)OCC